(1-((2-chloro-4-nitrophenyl)amino)-1-oxo-3-phenylpropan-2-yl)-2-hydroxybenzamide ClC1=C(C=CC(=C1)[N+](=O)[O-])NC(C(CC1=CC=CC=C1)C=1C(=C(C(=O)N)C=CC1)O)=O